COC(C(OC)OC1=C(C=C(C(=C1)C1=NC=C(C=C1Cl)C(F)(F)F)F)Cl)=O 2-[2-chloro-5-[3-chloro-5-trifluoromethyl-2-pyridinyl]-4-fluorophenoxy]-2-methoxyacetic acid methyl ester